3-(5-oxo-2-(piperazin-1-yl)-5,7-dihydro-6H-pyrrolo[3,4-b]pyridin-6-yl)piperidine-2,6-dione O=C1N(CC2=NC(=CC=C21)N2CCNCC2)C2C(NC(CC2)=O)=O